ethyl-butylene glycol C(C)C(CCCO)O